FC1=C(C(=C(C(=C1F)F)F)F)OS(=O)(=O)C1=CC=C(C=C1)C=C 4-vinylbenzenesulfonic acid perfluorophenyl ester